FC1(C[C@@H](CC1)CN1N=C(C(=C1C(=O)O)C(F)(F)F)OC(F)F)F (R)-1-((3,3-difluorocyclopentyl)methyl)-3-(difluoromethoxy)-4-(trifluoromethyl)-1H-pyrazole-5-carboxylic acid